(2S,3R)-2-((tert-Butoxycarbonyl)amino)-3-hydroxy-3-(pyridin-4-yl)propanoic acid C(C)(C)(C)OC(=O)N[C@H](C(=O)O)[C@@H](C1=CC=NC=C1)O